ClC1=C(C=CC=2C(=C3N(C12)CCN(C3)C(C[C@H]3CC(NCC3)=O)=O)C=3C=NNC3)Cl |r| rac-(R)-4-(2-(6,7-Dichloro-10-(1H-pyrazol-4-yl)-3,4-dihydropyrazino[1,2-a]indol-2(1H)-yl)-2-oxoethyl)piperidin-2-one